2-(1,1-difluoro-6-azaspiro[2.5]oct-6-yl)-6-fluoro-N-(2-sulfamoylpyridin-4-yl)quinoline-3-carboxamide FC1(CC12CCN(CC2)C2=NC1=CC=C(C=C1C=C2C(=O)NC2=CC(=NC=C2)S(N)(=O)=O)F)F